3-(diethoxyphosphorylmethyl)-2-ethoxy-5-iodo-pyridine C(C)OP(=O)(OCC)CC=1C(=NC=C(C1)I)OCC